tert-butyl(dimethyl){2-methyl-2-[(2s)-2-oxiranyl]propoxy}silane C(C)(C)(C)[Si](OCC(C)([C@@H]1OC1)C)(C)C